3-(trifluoromethyl)-5-[[7-(trifluoromethylsulfonyl)-1H-indazol-4-yl]oxy]benzonitrile FC(C=1C=C(C#N)C=C(C1)OC1=C2C=NNC2=C(C=C1)S(=O)(=O)C(F)(F)F)(F)F